CC1=C2C=CC=C(C2=CC=C1C)O 5,6-dimethylnaphthalene-1-ol